NC=1N=CC2=C(N1)C1(C(N(C2)C=2C=C(C=CC2C)NC(=O)C2CC(C2)=O)=O)CC1 N-(3-(2'-Amino-7'-oxo-5'H-spiro[cyclopropane-1,8'-pyrido[4,3-d]pyrimidine]-6'(7'H)-yl)-4-methylphenyl)-3-oxocyclobutane-1-carboxamide